4-((1R,5S)-8-(3-(6-((R)-3-methylpiperazin-1-yl)pyridin-3-yl)-1H-pyrazolo[4,3-d]pyrimidin-5-yl)-3,8-diazabicyclo[3.2.1]octan-3-yl)benzonitrile C[C@@H]1CN(CCN1)C1=CC=C(C=N1)C1=NNC2=C1N=C(N=C2)N2[C@H]1CN(C[C@@H]2CC1)C1=CC=C(C#N)C=C1